5-((2r,4s)-2-(2,5-difluorophenyl)-4-fluoropyrrolidin-1-yl)-N-(4-(6-(2-hydroxyacetyl)-2,6-diazaspiro[3.3]heptan-2-yl)phenyl)pyrazolo[1,5-a]pyrimidine-3-carboxamide FC1=C(C=C(C=C1)F)[C@@H]1N(C[C@H](C1)F)C1=NC=2N(C=C1)N=CC2C(=O)NC2=CC=C(C=C2)N2CC1(C2)CN(C1)C(CO)=O